C[SiH](O[Si](O[SiH](C1=CC=CC=C1)C)(C1=CC=CC=C1)C1=CC=CC=C1)C1=CC=CC=C1 1,5-dimethyl-1,3,3,5-tetraphenyltrisiloxane